FC=1C(=CC2=CN(N=C2C1)C1CC(C1)C=O)NC(=O)C1=NC(=CC=C1)C(F)(F)F N-(6-fluoro-2-((1R,3R)-3-formylcyclobutyl)-2H-indazol-5-yl)-6-(trifluoromethyl)pyridineformylAmine